C(C)NB N-ethylaminoborane